methyl 2-[tert-butoxycarbonyl(methyl)amino]-3-(4,5-dibromo-3-thienyl)propanoate C(C)(C)(C)OC(=O)N(C(C(=O)OC)CC1=CSC(=C1Br)Br)C